3-(2-(2-(2-Aminoethoxy)ethoxy)ethoxy)-N-(2-(3-((1-((4aR,8aS)-3-oxooctahydro-2H-pyrido[4,3-b][1,4]oxazine-6-carbonyl)piperidin-4-yl)(phenyl)methyl)phenoxy)ethyl)propanamide NCCOCCOCCOCCC(=O)NCCOC1=CC(=CC=C1)C(C1=CC=CC=C1)C1CCN(CC1)C(=O)N1C[C@@H]2[C@@H](OCC(N2)=O)CC1